4-Cyclopropyl-N-(2,2-dicyclopropyl-1-(5-((2-oxo-4-(trifluoromethyl)imidazolidin-1-yl)methyl)benzo[d]oxazol-2-yl)ethyl)-1,2,5-oxadiazole-3-carboxamide C1(CC1)C=1C(=NON1)C(=O)NC(C(C1CC1)C1CC1)C=1OC2=C(N1)C=C(C=C2)CN2C(NC(C2)C(F)(F)F)=O